C(C)(C)(C)[C@@H]1N(S(OC1)(=O)=O)CC1=CC=CC=C1 (4S)-4-(tert-butyl)-3-(phenylmethyl)-1,2,3-oxathiazolidine-2,2-dioxide